NC1=NC=NC2=CC(=C(C=C12)NC1=NC=C2N(C(N(C2=N1)C1(CCOCC1)C#N)=O)C)C 4-(2-((4-Amino-7-methylquinazolin-6-yl)amino)-7-methyl-8-oxo-7,8-dihydro-9H-purine-9-yl)tetrahydro-2H-pyran-4-carbonitrile